FC(OC1=NC(=CC=C1NC(=O)C1(CCC(CC1)S(NC)(=O)=O)C1=C(C=CC=C1)C(C)C)OC)F N-(2-(difluoromethoxy)-6-methoxypyridin-3-yl)-1-(2-isopropylphenyl)-4-(N-methylsulfamoyl)cyclohexane-1-carboxamide